(3-methylphenyl)sydnone CC=1C=C(C=CC1)[N+]=1[N-]OC(C1)=O